(2S,5R)-7-oxo-2-(N-(2-Ureidoethyl) carbamimidoyl)-1,6-diazabicyclo[3.2.1]octan-6-yl hydrogen sulfate S(=O)(=O)(ON1[C@@H]2CC[C@H](N(C1=O)C2)C(NCCNC(=O)N)=N)O